2,6-dibromoterephthalic acid BrC1=C(C(=O)O)C(=CC(=C1)C(=O)O)Br